3-hydroxy-1,1-dimethylbutylperoxyneoheptanoate OC(CC(C)(C)OOC(CCC(C)(C)C)=O)C